COC(=O)C=1SC(=C(C1)C(O)C=1C(=NC(=CC1)N1CC2CC2C1)C)Cl 4-[(6-{3-azabicyclo[3.1.0]hex-3-yl}-2-methylpyridin-3-yl)(hydroxy)methyl]-5-chlorothiophene-2-carboxylic acid methyl ester